3-(diphenylphosphino)-2-[phenyl-(2-thienyl)phosphino]thiophene tert-Butyl-(S)-3-methyl-4-(3-(trifluoromethyl)phenyl)piperazine-1-carboxylate C(C)(C)(C)OC(=O)N1C[C@@H](N(CC1)C1=CC(=CC=C1)C(F)(F)F)C.C1(=CC=CC=C1)P(C1=C(SC=C1)P(C=1SC=CC1)C1=CC=CC=C1)C1=CC=CC=C1